5-bromo-1H-pyridin-2-one hydrazone BrC=1C=CC(NC1)=NN